CC1(OB(OC1(C)C)[C@@H]1[C@H](C1)C=1C=CC2=C(N(C=N2)CC(F)(F)F)C1)C 6-((1S,2S)-2-(4,4,5,5-tetramethyl-1,3,2-dioxaborolan-2-yl)cyclopropyl)-1-(2,2,2-trifluoroethyl)-1H-benzo[d]imidazole